FC(C1COC1)(F)F 3-(trifluoromethyl)oxetan